ClCCCOC1=CC=C(C=C1)C=1NC2=CC=CC=C2C(C1O)=O 2-(4-(3-chloropropoxy)phenyl)-3-hydroxyquinolin-4(1H)-one